Ethyl-2,5-dibromothiophene C(C)C1=C(SC(=C1)Br)Br